(1'R,2'R)-6-hydroxy-5'-methyl-4-pentyl-2'-(prop-1-en-2-yl)-1',2',3',4'-tetrahydro-[1,1'-biphenyl]-2-yl (2-(phosphonooxy) ethyl) carbonate diammonium salt [NH4+].[NH4+].C(OC1=C(C(=CC(=C1)CCCCC)O)[C@H]1[C@@H](CCC(=C1)C)C(=C)C)(OCCOP(=O)(O)O)=O